CC1=C(SC=C1)B(O)O 3-METHYLTHIOPHENE-2-BORONIC ACID